3-(5-(((1S,2S)-2-((((1S,4R)-4-methoxycyclohexyl)methyl)amino)cyclopentyl)oxy)-1-oxoisoindolin-2-yl)piperidine-2,6-dione COC1CCC(CC1)CN[C@@H]1[C@H](CCC1)OC=1C=C2CN(C(C2=CC1)=O)C1C(NC(CC1)=O)=O